C(C)OC1=C(C=CC(=C1)C)O ETHOXY-4-METHYLPHENOL